dimethylamino-acetic acid sodium [Na].CN(C)CC(=O)O